9-(2-amino-2-cyclopropylethoxy)-6-isopropyl-2-oxo-10-(thiazol-2-yl)-6,7-dihydro-2H-pyrido[2,1-a]isoquinoline-3-carboxylic acid ethyl ester C(C)OC(=O)C=1C(C=C2N(C(CC3=CC(=C(C=C23)C=2SC=CN2)OCC(C2CC2)N)C(C)C)C1)=O